2-(1,2-dibromoethyl)naphthalene BrC(CBr)C1=CC2=CC=CC=C2C=C1